N-bocglycine chloromethyl ester ClCOC(CNC(=O)OC(C)(C)C)=O